2-Bromo-1-methoxy-4-(1-methyl-4-phenyl-butyl)thio-benzene BrC1=C(C=CC(=C1)SC(CCCC1=CC=CC=C1)C)OC